tris(3,5-di(trifluoromethyl)phenyl)borane FC(C=1C=C(C=C(C1)C(F)(F)F)B(C1=CC(=CC(=C1)C(F)(F)F)C(F)(F)F)C1=CC(=CC(=C1)C(F)(F)F)C(F)(F)F)(F)F